Methyl 4-((1-methylpiperidin-4-yl)amino)-1-(3-methyltetrahydrofuran-3-yl)-6-oxo-1,6-dihydropyridine-3-carboxylate CN1CCC(CC1)NC=1C(=CN(C(C1)=O)C1(COCC1)C)C(=O)OC